FC=1C=C2CN(CC2=CC1)C(=O)NC1=CC=C(C=C1)C1CCN(CC1)S(=O)(=O)NC(OC)=O methyl ((4-(4-(5-fluoroisoindoline-2-carboxamido)phenyl) piperidin-1-yl)sulfonyl)carbamate